rel-(S)-tert-butyl ((4-(pyridin-2-yl)-1,3-dihydroisobenzofuran-1-yl)methyl)carbamate N1=C(C=CC=C1)C1=C2CO[C@@H](C2=CC=C1)CNC(OC(C)(C)C)=O |o1:10|